CC1=CC2=C(C3=CC=CC=C3C(=C2C=C1)OC(=O)C1C(CCCC1)C(=O)O)OC(=O)C1C(CCCC1)C(=O)O 2-methyl-9,10-bis(2-carboxycyclohexyl)carbonyloxyanthracene